CN(C1CC(C1)C(=O)O)C (1r,3r)-3-(dimethylamino)cyclobutane-1-carboxylic acid